ethyl 2-bromo-5-(trifluoromethyl)-benzoate BrC1=C(C(=O)OCC)C=C(C=C1)C(F)(F)F